The molecule is a proanthocyanidin that is a doubly linked dimer composed of (-)-epicatechin and (-)-epigallocatechin as its flavanol units. Isolated from the wood of Xanthoceras sorbifolium, it exhibits inhibitory activity towards HIV-1 protease. It has a role as a metabolite and a HIV protease inhibitor. It derives from a (-)-epigallocatechin and a (-)-epicatechin. C1[C@H]([C@H](OC2=C1C(=CC3=C2[C@@H]4[C@H]([C@](O3)(OC5=CC(=CC(=C45)O)O)C6=CC(=C(C(=C6)O)O)O)O)O)C7=CC(=C(C=C7)O)O)O